FC=1C=C2C(NN=C(C2=CC1F)[C@H](C)N(C(=O)C=1C=C2CCCC2=CC1)C)=O (S)-N-(1-(6,7-difluoro-4-oxo-3,4-dihydrophthalazin-1-yl)ethyl)-N-methyl-2,3-dihydro-1H-indene-5-carboxamide